8-fluoro-3-[2-(5-methoxy-6-morpholino-3-pyridylamino)-4-pyrimidinylamino]-1,2-dihydro-2-quinolinone FC=1C=CC=C2C=C(C(NC12)=O)NC1=NC(=NC=C1)NC=1C=NC(=C(C1)OC)N1CCOCC1